FC1(CCN(CC1)C1=CC=CC(=N1)C=1NC(=NN1)C1=C(C=C(N)C=C1)N1CCC2(CC2)CC1)F 4-(5-(6-(4,4-difluoropiperidin-1-yl)pyridin-2-yl)-4H-1,2,4-triazol-3-yl)-3-(6-azaspiro[2.5]octan-6-yl)aniline